Tert-butyl (R)-3-((S)-1-((S)-4-benzyl-2-oxooxazolidin-3-yl)-3-(5-bromobenzo[b]thiophen-2-yl)-1-oxopropan-2-yl)pyrrolidine-1-carboxylate C(C1=CC=CC=C1)[C@@H]1N(C(OC1)=O)C([C@@H](CC1=CC2=C(S1)C=CC(=C2)Br)[C@@H]2CN(CC2)C(=O)OC(C)(C)C)=O